FC=1C(=NC=C(C1)F)C1=NN(C=C1C1=C2C(=NC=C1)NC=C2)C 4-[3-(3,5-difluoro-2-pyridinyl)-1-methyl-pyrazol-4-yl]-1H-pyrrolo[2,3-b]pyridine